Cl.ON(O)CC=CCC N,N-dihydroxyethyl-allylamine hydrochloride